FC1=C(C=CC=C1)C1=CC=C(C=C1)CCCNC(=O)C1=NC=CN=C1 N-(3-(2'-fluoro-[1,1'-biphenyl]-4-yl)propyl)pyrazine-2-carboxamide